ClC1=C(C=C(C=C1)C#CCNC(C1=NC=C(C=C1)C=1N=CC2=C(C=CC=C2C1)C1=CC2=C(N(C(N2C)=O)C)C(=C1)C(C)C)=O)NC1C(NC(CC1)=O)=O N-(3-(4-Chloro-3-((2,6-dioxopiperidin-3-yl)amino)phenyl)prop-2-yn-1-yl)-5-(8-(7-isopropyl-1,3-dimethyl-2-oxo-2,3-dihydro-1H-benzo[d]imidazol-5-yl)isoquinolin-3-yl)picolinamide